COCCNCC1=C(CN(C(C(C)(C)C)=O)CC(NC=2C=C3CC4(C(NC5=NC=CC=C54)=O)CC3=CC2)=O)C=CC=C1 N-(2-(((2-Methoxyethyl)amino)methyl)benzyl)-N-(2-oxo-2-((2'-oxo-1,1',2',3-tetrahydrospiro[indene-2,3'-pyrrolo[2,3-b]pyridin]-5-yl)amino)ethyl)pivalamide